FC=1C=CC(=C(C1)C1CCN(CC1)[C@@H]1COC2(CN(C2)C(=O)OC(C)(C)C)C1)O Tert-butyl (S)-7-(4-(5-fluoro-2-hydroxyphenyl) piperidin-1-yl)-5-oxa-2-azaspiro[3.4]octane-2-carboxylate